2-((4-((1H-Indazol-5-yl)ethynyl)-[2,4'-bipyrimidin]-2'-yl)amino)-1-morpholinoethanone N1N=CC2=CC(=CC=C12)C#CC1=NC(=NC=C1)C1=NC(=NC=C1)NCC(=O)N1CCOCC1